zirconium tetrafluoroborate F[B-](F)(F)F.[Zr+4].F[B-](F)(F)F.F[B-](F)(F)F.F[B-](F)(F)F